COC1=C(OC=2C=C(C=C(C2C1=O)O)OC)C1=CC(O)=C(O)C=C1 3,7-di-O-methylquercetin